COC(=O)C=1C=C(C2=C(N(C(=N2)C)C/C(=C/CN)/F)C1)C1=CC=C(C=C1)S(NC(C)(C)C)(=O)=O (Z)-1-(4-amino-2-fluorobut-2-en-1-yl)-4-(4-(N-(tert-butyl)sulfamoyl)phenyl)-2-methyl-1H-benzo[d]imidazole-6-carboxylic acid methyl ester